N4,2'-O-dimethylcytidine CNC1=NC(N([C@H]2[C@H](OC)[C@H](O)[C@@H](CO)O2)C=C1)=O